4-(4-(4-(2-(5-amino-8-(furan-2-yl)-2-oxothiazolo[5,4-e][1,2,4]triazolo[1,5-c]pyrimidin-3(2H)-yl)ethyl)piperazin-1-yl)-3-fluorophenoxy)butanoic acid NC1=NC2=C(C=3N1N=C(N3)C=3OC=CC3)SC(N2CCN2CCN(CC2)C2=C(C=C(OCCCC(=O)O)C=C2)F)=O